2-(Aminomethyl)benzimidazole NCC=1NC2=C(N1)C=CC=C2